FC(C1=CC=CC=C1C=1C(=C(C(=C(C1F)F)F)F)C1=C(C(=C(C(=C1F)F)F)F)F)OC1=C(C=CC=C1C(=O)O)C1=CC(=CC=C1)[N+](=O)[O-] Decafluorobiphenylbenzyloxy-3'-nitrobiphenyl-3-carboxylic acid